2-(2,6-dichlorophenyl)-3-phenylpentanedinitrile ClC1=C(C(=CC=C1)Cl)C(C#N)C(CC#N)C1=CC=CC=C1